sodium chlorophenoxy acetate C(C)(=O)OOC1=C(C=CC=C1)Cl.[Na]